COC1=CC=CC2=C1N=C1N2CCN(C1)CCCCON1C(CCC2=CC=CC=C12)=O (4-(9-methoxy-3,4-dihydrobenzo[4,5]imidazo[1,2-a]pyrazin-2(1H)-yl)butoxy)-3,4-dihydroquinolin-2(1H)-one